(S)-4-((1-(8-butyryl-4-chloro-1-oxo-2-phenyl-1,2-dihydroisoquinolin-3-yl)ethyl)amino)pyrido[2,3-d]pyrimidin-5(8H)-one C(CCC)(=O)C=1C=CC=C2C(=C(N(C(C12)=O)C1=CC=CC=C1)[C@H](C)NC=1C2=C(N=CN1)NC=CC2=O)Cl